5-(1H-imidazol-1-yl)-2-nitrobenzoic acid methyl ester COC(C1=C(C=CC(=C1)N1C=NC=C1)[N+](=O)[O-])=O